C1(=CC=CC=C1)N1C(=CC2=CC=CC=C12)B(O)O 1-PHENYL-1H-INDOL-2-YLBORONIC ACID